C12CCCCCCCC(CCC1)O2 13-oxabicyclo[7.3.1]tridecane